CC=1C(C(=C(C(C1C)=O)C)CC=1C=NC=CC1)=O 2,3,5-trimethyl-6-(3-pyridylmethyl)-1,4-benzoquinone